C12CN(CC2C1)C1=C(C(=C(C=C1)CN1C=NC(=C1)C(=O)OCC)F)C#N Ethyl 1-[(4-{3-azabicyclo[3.1.0]hexan-3-yl}-3-cyano-2-fluorophenyl)methyl]-1H-imidazole-4-carboxylate